COC1=C(C(=C(C=C1)S(=O)(=O)NC1=C(C=C(C=C1)C)C#CC=1C=CC=NC1)C)C 5-{2-[2-(4-Methoxy-2,3-dimethylbenzensulfonamido)-5-methylphenyl]ethynyl}-pyridin